[Fe+2].N(=O)C1=C(C(SS1)C(=O)[O-])N=O.N(=O)C1=C(C(SS1)C(=O)[O-])N=O dinitrosyldithiolate iron